FC1(CCS(CC1)(=O)=O)C1=C(C=C(C=C1)N1C(O[C@H](C1)CO)=O)C(F)(F)F 4-fluoro-4-{4-[(5R)-5-(hydroxymethyl)-2-oxo-1,3-oxazolidin-3-yl]-2-(trifluoromethyl)phenyl}-1λ6-thiane-1,1-dione